1-(3-chlorophenyl)-4-{2-[(7-trifluoromethylquinolin-4-yl)amino]benzoyl}piperazine ClC=1C=C(C=CC1)N1CCN(CC1)C(C1=C(C=CC=C1)NC1=CC=NC2=CC(=CC=C12)C(F)(F)F)=O